C(C)(C)(C)C=1C=C(C=C(C1O)N1N=C2C(=N1)C=CC=C2)CCC(=O)O 3-[3-tert-butyl-5-(2H-benzotriazol-2-yl)-4-hydroxyphenyl]propanoic acid